2-((4-amino-2-(ethoxymethyl)-6,7-dimethyl-1H-imidazo[4,5-c]pyridin-1-yl)methyl)-2-ethylpropane-1,3-diol trifluoroacetate FC(C(=O)O)(F)F.NC1=NC(=C(C2=C1N=C(N2CC(CO)(CO)CC)COCC)C)C